CN(C1CCN(CC1)CC1=CC=C(C=C1)C=1C=CC2=C(N(C(=N2)C2=C(C=CC=C2)S(=O)(=O)C)C)C1)C N,N-Dimethyl-1-(4-(1-methyl-2-(2-(methylsulfonyl)phenyl)-1H-benzo[d]imidazol-6-yl)benzyl)piperidin-4-amin